ClC=1C(=NC(=NC1)C1=C2C(=NN(C2=CC(=C1)N)C)N1CCC(CC1)N1CCN(CC1)C)C=1C=NN(C1)S(=O)(=O)C (5-chloro-4-(1-(methylsulfonyl)-1H-pyrazol-4-yl)pyrimidin-2-yl)-1-methyl-3-(4-(4-methylpiperazin-1-yl)piperidin-1-yl)-1H-indazol-6-amine